di(3-propanesulfonic acid)-3,3'-bipyridylium salt [NH+]1=CC(=CC=C1)C=1C=[NH+]C=CC1.CCCS(=O)(=O)[O-].CCCS(=O)(=O)[O-]